C(CCCCCCCCCCC)(=O)[O-].C(CCCCCCCCCCC)(=O)[O-].C(CCCCCC(C)(C)C)(=O)[O-].[Bi+3] bismuth neodecanoate dilaurate